C(C)(C)(C)OC(=O)N1CCN(CC1)CCOC1=C(C=C(C=C1)NC(C)(C)C#N)C(C)(F)F 4-(2-(4-((2-Cyanoprop-2-yl)amino)-2-(1,1-difluoroethyl)phenoxy)ethyl)piperazine-1-carboxylic acid tert-butyl ester